FC=1C=2NS(C=3C(N(C=C(C(OCCOC=4C=CC=CC4C(=C(C1)F)C2)=O)C3)C)=O)(=O)=O 21,23-difluoro-15-methyl-18,18-dioxo-8,11-dioxa-18λ6-thia-15,19-diazatetracyclo[18.3.1.113,17.02,7]pentacosa-1(23),2(7),3,5,13,17(25),20(24),21-octaene-12,16-dione